CN1C(C(=C(C=C1)[O-])NC(N[C@@H](CC(=O)[O-])C1=CC(=CC=C1)OC1=C(C=CC=C1)C)=O)=O.[Na+].[Na+] Natrium (S)-3-(3-(1-Methyl-4-oxido-2-oxo-1,2-Dihydropyridin-3-yl)ureido)-3-(3-(o-Tolyloxy)phenyl)propanoat